C(C)(C)(C)OC(N[C@@H](C=C)C(C)C)=O N-[(3R)-4-methylpent-1-en-3-yl]carbamic acid tert-butyl ester